NC1=NN(C=2CN(CCC21)S(=O)(=O)CF)C(=O)C2CCNC1=CC=C(C=C21)F (3-amino-6-(fluoromethylsulfonyl)-4,5,6,7-tetrahydropyrazolo[3,4-c]pyridin-1-yl)(6-fluoro-1,2,3,4-tetrahydroquinolin-4-yl)methanone